CC1=C(C=CC(=C1)C1=C2C(=NNC2=CC=C1)NCC1=C(C(=O)O)C=CC=C1)C=1CCCCC1 (((4-(2-methyl-2',3',4',5'-tetrahydro-[1,1'-biphenyl]-4-yl)-1H-indazol-3-yl)amino)methyl)benzoic acid